BrC1=CC(=C(C=C1)N1CCN(CC1)C1=CC(=C(N)C=C1F)OC)F 4-(4-(4-bromo-2-fluorophenyl)piperazin-1-yl)-5-fluoro-2-methoxyaniline